FC1=C(C(=CC=C1)[N+](=O)[O-])NC=1C=NC(=CC1)C N-(2-fluoro-6-nitrophenyl)-6-methylpyridin-3-amine